C(C)(C)(C)OC(=O)N1[C@@H](CCC1)CCCC(=O)OC (R)-2-(4-methoxy-4-oxobutyl)pyrrolidine-1-carboxylic acid tert-butyl ester